C1=CC=CC=2C=CC3=C(OC4=C3N=CNC4=O)C12 naphtho[2',1':4,5]furo[3,2-d]pyrimidin-10(9H)-one